2-(hydroxymethyl)cyclohexanecarboxylic acid OCC1C(CCCC1)C(=O)O